C1(=C(C=CC=C1)N1CSC=C1)C 3-(o-tolyl)thiazole